C(#N)C=1C(=CC(=C(NC(CC(=O)OCC)=O)C1)C)F ethyl 3-(5-cyano-4-fluoro-2-methyl-anilino)-3-oxo-propanoate